C(C#CC)N1C(CCC1)C=1C=C(N2C=NC=CC21)C2=CC=C(C(=O)NC1=NC=CC(=C1)C(F)(F)F)C=C2 4-(5-(1-(but-2-ynyl)pyrrolidin-2-yl)pyrrolo[1,2-c]pyrimidin-7-yl)-N-(4-(trifluoromethyl)pyridin-2-yl)benzamide